4-(3-(benzyloxy)phenyl)-5,6-dihydro-1,2,4-Triazine-1(4H)-carbaldehyde C(C1=CC=CC=C1)OC=1C=C(C=CC1)N1C=NN(CC1)C=O